N1=CN=C2C1=C1C(C=N2)=NC=N1 di-imidazopyridine